1,2-bis(diisopropylamino)aminodisilane C(C)(C)N(C(C)C)N[SiH2][SiH2]NN(C(C)C)C(C)C